N-hydroxymethyl-N-(1,3-di(hydroxymethyl)-2,5-dioxoimidazolidin-4-yl)-N'-hydroxymethyl-urea OCN(C(=O)NCO)C1N(C(N(C1=O)CO)=O)CO